4-(4-bromo-2-oxo-2,3-dihydro-1H-benzo[d]imidazol-1-yl)-3-methylpiperidine-1-carboxylic acid tert-butyl ester C(C)(C)(C)OC(=O)N1CC(C(CC1)N1C(NC2=C1C=CC=C2Br)=O)C